C(C=C)S(=O)(=O)O allylsulphonic acid